N-[[4-(azetidin-3-ylamino)-3-methyl-phenyl]methyl]-2-[3-methyl-5-(1-piperidylsulfonyl)indol-1-yl]propanamide N1CC(C1)NC1=C(C=C(C=C1)CNC(C(C)N1C=C(C2=CC(=CC=C12)S(=O)(=O)N1CCCCC1)C)=O)C